3-(4-amino-2-((2-fluorophenyl)(hydroxy)methyl)-7-(pyrimidin-4-yl)pyrazolo[1,5-a]pyrazin-6-yl)benzonitrile NC=1C=2N(C(=C(N1)C=1C=C(C#N)C=CC1)C1=NC=NC=C1)N=C(C2)C(O)C2=C(C=CC=C2)F